NC[C@H](CC)O (S)-1-aminobutan-2-ol